CC1=C(C=C(C=C1)O)OC(F)(F)F 4-methyl-3-(trifluorometh-oxy)phenol